P(=O)(OC=1C=CC=C2CCCNC12)(O)O 1,2,3,4-Tetrahydroquinolin-8-YL dihydrogen phosphate